N-(4-chlorophenyl)-4-{3-(4-chlorophenyl)-1-[2-(3-oxo-morpholino)ethyl]ureido}-3-methylbenzamide ClC1=CC=C(C=C1)NC(C1=CC(=C(C=C1)N(C(=O)NC1=CC=C(C=C1)Cl)CCN1C(COCC1)=O)C)=O